FC1=C(C=CC=C1)N1CC(C1)C1=CC(=C(CN2CC(C2)(O)C)C(=C1)C)C (4-(1-(2-fluorophenyl)azetidin-3-yl)-2,6-dimethylbenzyl)-3-methylazetidin-3-ol